NC1=NC=CC=C1C1=NC=2C(=NC(=CC2)C2=CC(=CC=C2)Cl)N1C1=CC=C(CN2CCN(CC2)C(=O)C2=CC(=C(C=O)C=C2)O)C=C1 4-(4-(4-(2-(2-aminopyridin-3-yl)-5-(3-chlorophenyl)-3H-imidazo[4,5-b]pyridin-3-yl)benzyl)piperazine-1-carbonyl)-2-hydroxybenzaldehyde